C(C)(=O)OCC(OC(C)=O)COC(C)=O glycerol tri(acetate)